FC=1C=C(C=CC1)C=1NC2=CC=C(C=C2C(C1)=O)C(=O)OC methyl 2-(3-fluoro phenyl)-4-oxo-1,4-dihydroquinoline-6-carboxylate